ClC1=C(C=CC=C1F)[C@H]1N(CC2(CC2)C1)C=1C(=NC=CN1)C(=O)N[C@H](C)\C=C\S(=O)(=O)C ((S)-6-(2-Chloro-3-fluorophenyl)-5-azaspiro[2.4]heptan-5-yl)-N-((R,E)-4-(methylsulfonyl)but-3-en-2-yl)pyrazine-2-carboxamide